CC1=CC=C(C=C1)S(=O)(=O)OC1=C(C=CC(=C1)C)NC(=O)NC1=C(C=C(C=C1)C)OS(=O)(=O)C1=CC=C(C)C=C1 N,N'-di-[2-(p-toluenesulfonyloxy)-4-methyl-phenyl]urea